(R)-N-(5-chloro-6-(2-hydroxypropan-2-yl)pyridin-3-yl)-2'-fluoro-6',7'-dihydrospiro[cyclobutane-1,8'-cyclopenta[e]pyrazolo[1,5-a]pyrimidine]-6'-carboxamide ClC=1C=C(C=NC1C(C)(C)O)NC(=O)[C@@H]1CC2(C3=C1C=NC=1N3N=C(C1)F)CCC2